(3S)-3-{[5-(2,6-dimethoxyphenyl)-1-(2-methylpropyl)-1H-pyrazol-3-yl]formamido}-5-methyl-N-pentylhexanamide COC1=C(C(=CC=C1)OC)C1=CC(=NN1CC(C)C)C(=O)N[C@H](CC(=O)NCCCCC)CC(C)C